FC(C(=O)O)(F)F.FC(C(=O)O)(F)F.FC1=C(NC2=C1C=NC=C2)CNC([C@H](C)NC(=O)[C@@H]2NC[C@H](C2)C2=CC=CC=C2)=O (2R,4R)-N-((S)-1-(((3-fluoro-1H-pyrrolo[3,2-c]pyridin-2-yl)methyl)amino)-1-oxopropan-2-yl)-4-phenylpyrrolidine-2-carboxamide bis-trifluoroacetate